C(C)(C)(C)OC(NC1CC2(C1)CCN(CC2)C2=CC=C(C=C2)NC2=NC=C(C(=N2)NC2=C(C=CC=C2)P(=O)(C)C)Cl)=O tert-butyl(7-(4-((5-chloro-4-((2-(dimethylphosphoryl)phenyl)amino)pyrimidin-2-yl)amino)phenyl)-7-azaspiro[3.5]nonan-2-yl)carbamate